2-(4-(4-(aminomethyl)-1-oxo-1,2-dihydro-phthalazin-6-yl)-1-methyl-1H-pyrazol-5-yl)-4-chloro-3-fluoro-6-(1-methylcyclopropoxy)benzonitrile NCC1=NNC(C2=CC=C(C=C12)C=1C=NN(C1C1=C(C#N)C(=CC(=C1F)Cl)OC1(CC1)C)C)=O